tert-butyl 4-(6-(4-(3-(trifluoromethyl)phenoxy)butyl)-1H-benzo[d]imidazole-2-carbonyl)piperazine-1-carboxylate FC(C=1C=C(OCCCCC=2C=CC3=C(NC(=N3)C(=O)N3CCN(CC3)C(=O)OC(C)(C)C)C2)C=CC1)(F)F